FC1=CC2=C(CCCC[C@H]2NC(OC(C)(C)C)=O)C=C1C1=NC=NC(=N1)NC=1C=NN(C1)C tert-butyl (R)-(3-fluoro-2-(4-((1-methyl-1H-pyrazol-4-yl)amino)-1,3,5-triazin-2-yl)-6,7,8,9-tetrahydro-5H-benzo[7]annulen-5-yl)carbamate